samarium oxygen 2-(N-ethylamino)ethanol C(C)NCCO.[O].[Sm]